3-((4-(dodecyloxy)-3-fluorophenyl)sulfonyl)-4-(4-(4-isopropylpiperazin-1-yl)-[1,4'-bipiperidin]-1'-yl)-6-(methylsulfinyl)quinoline C(CCCCCCCCCCC)OC1=C(C=C(C=C1)S(=O)(=O)C=1C=NC2=CC=C(C=C2C1N1CCC(CC1)N1CCC(CC1)N1CCN(CC1)C(C)C)S(=O)C)F